6-(4-formyl-1-methyl-1H-imidazol-2-yl)-4-methylpyridine-3-carbonitrile C(=O)C=1N=C(N(C1)C)C1=CC(=C(C=N1)C#N)C